N=1C=C(N2C1CCCC2)C=2C=CC=C(C2)O 5-(5,6,7,8-tetrahydroimidazo-[1,2-a]pyridin-3-yl)-phenol